ClC1=C(C=CC(=C1)F)NC(CCl)=O N-(2-chloro-4-fluorophenyl)-2-chloroacetamide